β,β-difluorostyrene FC(=CC1=CC=CC=C1)F